C(C)(=O)N1CCC(CC1)N1N=CC2=C1N(C(C=1C=C(C=C(C21)C(C)NC=2C(=NC(=CC2)Cl)C2=NN(C=N2)C)C)=O)C 3-(1-acetylpiperidin-4-yl)-9-(1-((6-chloro-2-(1-methyl-1H-1,2,4-triazol-3-yl)pyridin-3-yl)amino)ethyl)-4,7-dimethyl-3,4-dihydro-5H-pyrazolo[3,4-c]isoquinolin-5-one